benzyl-bis-Bocamine C(C1=CC=CC=C1)N(C(=O)OC(C)(C)C)C(=O)OC(C)(C)C